5-(4',6'''-Dimethyl-[1,1':3',1'':3'',1''':3''',1''''-quinquephenyl]-2''-yl)-2-(3-(3-(pyridin-2-yl)phenoxy)phenyl)pyridine CC1=C(C=C(C=C1)C1=CC=CC=C1)C1=C(C(=CC=C1)C1=CC(=CC=C1C)C1=CC=CC=C1)C=1C=CC(=NC1)C1=CC(=CC=C1)OC1=CC(=CC=C1)C1=NC=CC=C1